C1N(CCC2=CC=CC=C12)C[C@H](CN1CCOC2=C(C1=O)C(=CC(=C2)CN2CCOCC2)F)O 4-[(2R)-3-(3,4-dihydro-1H-isoquinolin-2-yl)-2-hydroxy-propyl]-6-fluoro-8-(morpholinomethyl)-2,3-dihydro-1,4-benzoxazepin-5-one